CN1CCC(CC1)NC1=C2C=C(N(C2=CC=C1)CC(F)(F)F)C1=NOC(=N1)CNC(=O)C=1SC=CC1 N-[(3-{4-[(1-methylpiperidin-4-yl)amino]-1-(2,2,2-trifluoroethyl)-1H-indol-2-yl}-1,2,4-oxadiazol-5-yl)methyl]thiophene-2-carboxamide